ClC=1C=C(C=C(C1)NS(=O)(=O)C)NC(=O)C1=CN(C(=C1)C)C1=NC=C(C=C1OC(C)C)N1CC(C1)(F)F N-(3-chloro-5-(methylsulfonamido)phenyl)-1-(5-(3,3-difluoroazetidin-1-yl)-3-isopropoxypyridin-2-yl)-5-methyl-1H-pyrrole-3-carboxamide